F[Sb-](F)(F)(F)(F)F.C1(=CC=CC=C1)[S+](C1=CC=C(C=C1)SC1=CC=CC=C1)C1=CC=CC=C1 diphenyl-4-(phenylsulfanyl)phenylsulfonium hexafluoroantimonate